3-amino-N-(3-(4-amino-4-methylpiperidin-1-yl)pyridin-2-yl)-6-(3-chloropyridin-2-yl)pyrazine-2-carboxamide NC=1C(=NC(=CN1)C1=NC=CC=C1Cl)C(=O)NC1=NC=CC=C1N1CCC(CC1)(C)N